p-phenylphenol C1(=CC=CC=C1)C1=CC=C(C=C1)O